CS(=O)(=O)OCC1=C(C=CC(=C1)F)OCC(C)(C)NC(=O)OC(C)(C)C 2-(2-((tert-butoxycarbonyl) amino)-2-methylpropoxy)-5-fluorobenzyl methanesulfonate